BrC1=C2C=NNC2=CC(=C1OC=1C=CC(=C(C(N)=S)C1)F)F 5-((4-bromo-6-fluoro-1H-indazol-5-yl)oxy)-2-fluoro-benzothioamide